hydroxymethylthiobis(3-mercaptopropionate) OCOC(C(CS)SC(C(=O)[O-])CS)=O